Racemic-3-(isoquinolin-4-yl)-1-(2-methylpyridin-4-yl)-2-oxoimidazoline-4-carbonitrile C1=NC=C(C2=CC=CC=C12)N1C(N(C[C@@H]1C#N)C1=CC(=NC=C1)C)=O |r|